N-[5-(2-chloro-5-cyanophenyl)-1H-indazol-3-yl]-3-(dimethylamino)cyclobutanecarboxamide hydrochloride Cl.ClC1=C(C=C(C=C1)C#N)C=1C=C2C(=NNC2=CC1)NC(=O)C1CC(C1)N(C)C